FC=1C=C2NC=CC2=C2CCS(CCCCCC(C3=CN=C(C=4C(=CC=C(OC12)C4)F)N3)(C)C=3C=C(C=CC3)CCC(=O)O)(=O)=O 3-[3-(22,28-Difluoro-6-methyl-12,12-dioxo-24-oxa-12λ6-thia-3,19,30-triazapentacyclo[23.3.1.12,5.015,23.016,20]triaconta-1(29),2,4,15,17,20,22,25,27-nonaen-6-yl)phenyl]propanoic acid